5-bromo-6-fluoropyridin-3-ol BrC=1C=C(C=NC1F)O